CC1(CC(CCC1)C(C)OC(C(=O)O)(C)C)C 2-[1-(3,3-dimethyl-cyclohexyl)ethoxy]-2-methyl-propionic acid